CC1(CCC2=CC=CC=C12)C 3,3-dimethyl-2,3-dihydro-1H-indene